ClC1=CC(=C(C=N1)NC(=O)C1(CN(C1)C(CC(C(=O)O)(C)C)=O)C1=C(C=CC=C1)C(C)C)OC 4-(3-((6-chloro-4-methoxypyridin-3-yl)carbamoyl)-3-(2-isopropylphenyl)azetidin-1-yl)-2,2-dimethyl-4-oxobutanoic acid